methyl (S)-4-(4-((4-(3-((tert-butoxycarbonyl)amino)piperidin-1-yl)-5-(1-(difluoromethyl)-1H-pyrazol-4-yl)pyridin-2-yl)amino)pyrimidin-2-yl)-3-fluoro-5-methoxybenzoate C(C)(C)(C)OC(=O)N[C@@H]1CN(CCC1)C1=CC(=NC=C1C=1C=NN(C1)C(F)F)NC1=NC(=NC=C1)C1=C(C=C(C(=O)OC)C=C1OC)F